(1R,4aR,4bS,10aR)-1,4a-dimethyl-7-propan-2-yl-2,3,4,4b,5,9,10,10a-octahydrophenanthrene-1-carboxylic acid C[C@]1(CCC[C@@]2([C@H]3CC=C(C=C3CC[C@@H]12)C(C)C)C)C(=O)O